diethyl-2-(1-naphthalenyloxy)propanamide C(C)CC(C(=O)N)(OC1=CC=CC2=CC=CC=C12)CC